CC=1N=C(C2=C(N1)OC=C2C(=O)N2CC=1N=CN=C(C1CC2)OC(C)C)NC2(CC2)C methyl-N-(1-methylcyclopropyl)-5-[4-(prop-2-yloxy)-5H,6H,7H,8H-pyrido[3,4-d]pyrimidine-7-carbonyl]furo[2,3-d]pyrimidin-4-amine